2H-thiophen S1CCC=C1